4-{2-(cyclopropylmethoxy)-5-[(trifluoromethyl)sulfonyl]phenyl}-6-methyl-1,6-dihydro-7H-pyrrolo[2,3-c]pyridin-7-one C1(CC1)COC1=C(C=C(C=C1)S(=O)(=O)C(F)(F)F)C=1C2=C(C(N(C1)C)=O)NC=C2